(1-cyanocyclopropyl)-3-((6-phenylpyridazin-3-yl)amino)benzamide C(#N)C1(CC1)C1=C(C(=O)N)C=CC=C1NC=1N=NC(=CC1)C1=CC=CC=C1